N-hydroxyphthalimide p-toluenesulfonate CC1=CC=C(C=C1)S(=O)(=O)O.ON1C(C=2C(C1=O)=CC=CC2)=O